N(=[N+]=[N-])CC1=CC=C(C=C1)NC(=O)C(C(=O)OC)C(C)C Methyl 2-[[4-(azidomethyl)phenyl]carbamoyl]-3-methyl-butanoate